1,3,5-tri(3-ethyl-4-aminophenoxy)benzene C(C)C=1C=C(OC2=CC(=CC(=C2)OC2=CC(=C(C=C2)N)CC)OC2=CC(=C(C=C2)N)CC)C=CC1N